(S)-8-(2-(tert-butyl)pyrimidin-5-yl)-3-methyl-6-oxo-3,4-dihydro-2H,6H-pyrimido[2,1-b][1,3]thiazine-7-carbonitrile C(C)(C)(C)C1=NC=C(C=N1)C=1N=C2SC[C@H](CN2C(C1C#N)=O)C